FC=1C=C2CN(C(C2=CC1OCC1=NC=C(C=C1)OC)=O)C1=NC=C(N=C1)OC 5-fluoro-2-(5-methoxypyrazin-2-yl)-6-((5-methoxypyridin-2-yl)-methoxy)isoindolin-1-one